FC(C=1C(=C(C=CC1)[C@@H](C)NC1=CN=NC2=CC=C(C=C12)C=1CCOCC1)F)F (R)-N-(1-(3-(difluoromethyl)-2-fluorophenyl)ethyl)-6-(3,6-dihydro-2H-pyran-4-yl)cinnoline-4-Amine